COC(=O)C1(C(CC1C1=CC=C(C=C1)N)C1=CC=C(C=C1)N)C(=O)O 2,4-bis(4-aminophenyl)cyclobutanedicarboxylic acid methyl ester